FC1=C(C(=CC=C1)F)NC(C1=C(C=CC(=C1)C=1N=C2N(C=CC=C2)C1C1=NC(=NC=C1)NC1=C(C=C(C(=C1)CC)N1CCC(CC1)N1CCN(CC1)S(=O)(=O)C)OC)OC)=O N-(2,6-difluorophenyl)-5-[3-[2-[5-ethyl-2-methoxy-4-[4-(4-methylsulfonylpiperazin-1-yl)-1-piperidinyl]anilino]pyrimidin-4-yl]imidazo[1,2-a]pyridin-2-yl]-2-methoxybenzamide